(R)-6-fluoro-4-(4-fluorophenyl)-N-((1-methylpyrrolidin-2-yl)methyl)-3,4-dihydroquinoxaline-1(2H)-carboxamide FC=1C=C2N(CCN(C2=CC1)C(=O)NC[C@@H]1N(CCC1)C)C1=CC=C(C=C1)F